C(#N)C1=CC=C(CNC(=O)C=2C(N(C3=C(N=CC=C3C2)OCC2(CC2)S(NCC)(=O)=O)C)=O)C=C1 N-(4-cyanobenzyl)-8-((1-(N-ethylsulfamoyl)cyclopropyl)methoxy)-1-methyl-2-oxo-1,2-dihydro-1,7-naphthyridine-3-carboxamide